P.[Tb] Terbium Phosphine